C(C)C(C(CO)O)(C)O 3-ethyl-1,2,3-butanetriol